2-[[7-fluoro-2-[[2-[2-oxo-3-(3-oxo-4H-pyrazino[2,3-b][1,4]oxazin-6-yl)-1,3-oxazolidin-5-yl]ethylamino]methyl]-2,3-dihydro-1H-inden-5-yl]oxy]acetamide FC=1C=C(C=C2CC(CC12)CNCCC1CN(C(O1)=O)C1=NC2=C(OCC(N2)=O)N=C1)OCC(=O)N